2-(tetrahydro-2H-pyran-4-carboxamido)butanoic acid O1CCC(CC1)C(=O)NC(C(=O)O)CC